CCCC[Sn](CCCC)CCCC.CCCC[Sn](CCCC)CCCC bis(tributyltin)